C(C=C)(=O)N.[K] Potassium acrylamide